3-ethylsulfanyl-butyraldehyde C(C)SC(CC=O)C